The molecule is a monocarboxylic acid anion resulting from the removal of a proton from the carboxylic acid group of cis-heme d hydroxychlorin gamma-spirolactone. It is a conjugate base of a cis-heme d hydroxychlorin gamma-spirolactone. CC1=C(C2=CC3=NC(=CC4=C(C(=C([N-]4)C=C5C(=C(C(=N5)C=C1[N-]2)C)C=C)C)C=C)[C@]([C@@]36CCC(=O)O6)(C)O)CCC(=O)[O-].[Fe]